benzyl-(R)-1-(1-methoxy ethyl)cyclobutane-1-carboxylate C(C1=CC=CC=C1)OC(=O)C1(CCC1)[C@@H](C)OC